3-(((S)-1-(2-((R)-1-(tert-butoxycarbonyl)pyrrolidin-3-yl)-3,6-dimethyl-4-oxo-3,4-dihydroquinazolin-8-yl)ethyl)amino)-6-chloropicolinic acid C(C)(C)(C)OC(=O)N1C[C@@H](CC1)C1=NC2=C(C=C(C=C2C(N1C)=O)C)[C@H](C)NC=1C(=NC(=CC1)Cl)C(=O)O